C(=O)C1=C(C(=O)O)C=C(C(=C1)O[C@@H]1COCC1)OC (S)-2-formyl-5-methoxy-4-((tetrahydrofuran-3-yl)oxy)benzoic acid